C(C1=CC=CC=C1)OCCOCCOCCOC1=CC(=C(C=N1)N)C 6-[2-[2-(2-benzyloxyethoxy)ethoxy]ethoxy]-4-methyl-pyridin-3-amine